NC1=CC=C(C=N1)C1=NC(=NC=C1)NC=1C=NN(C1)C 4-(6-aminopyridin-3-yl)-N-(1-methyl-1H-pyrazol-4-yl)pyrimidin-2-amine